N-[(3aRS,7aSR)-2-[(1-{4-[(3r)-2,6-dioxopiperidin-3-yl]phenyl}piperidin-4-yl)methyl]-octahydroisoindol-5-yl]-1-[6-(2-hydroxyphenyl)pyridazin-4-yl]-4-phenylpiperidine-4-carboxamide O=C1NC(CC[C@@H]1C1=CC=C(C=C1)N1CCC(CC1)CN1C[C@H]2CCC(C[C@H]2C1)NC(=O)C1(CCN(CC1)C1=CN=NC(=C1)C1=C(C=CC=C1)O)C1=CC=CC=C1)=O |&1:22,27|